FC(C=1C=CC(=NC1)NC=1C(=C(N=NC1)C(=O)NC([2H])([2H])[2H])NC1=NC=CC=C1S(=O)(=O)C)F ((5-(difluoromethyl)pyridin-2-yl)amino)-N-(methyl-d3)-4-((3-(methylsulfonyl)pyridin-2-yl)amino)pyridazine-3-carboxamide